C(CCC)C1=CC=C(C=C1)C1=CC2=C(C3=C(S2)C=C(S3)C3=CC=C(C=C3)CCCC)S1 2,6-bis(4-butylphenyl)-dithieno[3,2-b:2',3'-d]thiophene